NC=1NC(C=2N(C(N(C2N1)[C@@H]1O[C@@H]([C@H]([C@H]1O)F)CO)=O)COC)=O 2-amino-9-((2R,3S,4S,5R)-4-fluoro-3-hydroxy-5-(hydroxymethyl)tetrahydrofuran-2-yl)-7-(methoxymethyl)-7,9-dihydro-1H-purine-6,8-dione